methyl ((E)-3-(4-(((6-(3,5-bis(trifluoro-methyl) benzyl)-5-oxo-5,6,7,8-tetrahydronaphthalen-2-yl) oxy) methyl) phenyl) acrylate) FC(C=1C=C(CC2C(C=3C=CC(=CC3CC2)OCC2=CC=C(C=C2)/C=C/C(=O)OC)=O)C=C(C1)C(F)(F)F)(F)F